4,7-dioxadecane CCCOCCOCCC